C1(CC1)C=1C=CC=C2C(=NN(C12)CCOC(F)F)NC(C1=CC=C(C=C1)F)=O N-(7-cyclopropyl-1-(2-(difluoromethoxy)ethyl)-1H-indazol-3-yl)-4-fluorobenzamide